4-phenyl-2-(piperidin-1-yl)-3-(2H-tetrazol-5-yl)quinoline C1(=CC=CC=C1)C1=C(C(=NC2=CC=CC=C12)N1CCCCC1)C=1N=NNN1